5-fluoro-N-isopropyl-N-((S)-tetrahydrofuran-3-yl)benzamide tert-butyl-((2-(3-(azetidin-1-yl)-4-fluoro-1H-pyrazol-1-yl)-1,6-naphthyridin-7-yl)methyl)carbamate C(C)(C)(C)N(C(O)=O)CC1=NC=C2C=CC(=NC2=C1)N1N=C(C(=C1)F)N1CCC1.FC=1C=CC=C(C(=O)N([C@@H]2COCC2)C(C)C)C1